2-(1-cyclopropylethoxy)acetic acid C1(CC1)C(C)OCC(=O)O